N1C[C@H](CCC1)NC1=NC=C2C=C(N=C(C2=C1)O[C@@H]1COCC1)C#N 7-(((S)-piperidin-3-yl)amino)-1-(((S)-tetrahydrofuran-3-yl)oxy)-2,6-naphthyridine-3-carbonitrile